C(C)(C)(C)OC(N(C1=CC=C(C=C1)OC)CC1=NC=C(C(=C1C)OC)C)=O ((4-methoxy-3,5-dimethylpyridin-2-yl)methyl)-(4-methoxyphenyl)carbamic acid tert-butyl ester